ClC1=CC=C(CN2N=C3C4=C(CCC3=C2)OC(=C4C)C(=O)NCC4CS(CC4)(=O)=O)C=C1 2-(4-chlorobenzyl)-N-[(1,1-dioxidotetrahydrothiophen-3-yl)methyl]-8-methyl-4,5-dihydro-2H-furo[2,3-g]indazole-7-carboxamide